O=C1C(=CC(=NN1)CC(=O)N)C(F)(F)F 2-(6-oxo-5-(trifluoromethyl)-1,6-dihydropyridazin-3-yl)acetamide